N1CCC(CC1)O[C@@H]1C[C@H](C1)CO trans-[3-(4-piperidyloxy)cyclobutyl]methanol